ClC1=C(C=C2C(=C(N(C2=C1F)C)C1=NNC(=N1)C(COC)(F)F)C=1C=NNC1)OC 6-chloro-2-(5-(1,1-difluoro-2-methoxyethyl)-1H-1,2,4-triazol-3-yl)-7-fluoro-5-methoxy-1-methyl-3-(1H-pyrazol-4-yl)-1H-indole